5-{[(5S)-4-oxa-7-azaspiro[2.5]octan-5-yl]methoxy}-7-[1-(propan-2-yl)-1H-pyrrol-3-yl]-1,6-naphthyridine C1CC12O[C@@H](CNC2)COC2=C1C=CC=NC1=CC(=N2)C2=CN(C=C2)C(C)C